N-[1-(difluoromethyl)pyrazol-4-yl]-1,2-dimethyl-5-[7-[(3R)-3-methyl-3,4-dihydro-1H-isoquinoline-2-carbonyl]-1,2,3,4-tetrahydroisoquinolin-6-yl]-N-phenyl-pyrrole-3-carboxamide FC(N1N=CC(=C1)N(C(=O)C1=C(N(C(=C1)C=1C=C2CCNCC2=CC1C(=O)N1CC2=CC=CC=C2C[C@H]1C)C)C)C1=CC=CC=C1)F